ClC1=NC=C2N(C(NC2=N1)=O)C chloro-7-methyl-7,9-dihydro-8H-purin-8-one